CC=1OC(=CC1C(=O)NC1=NC(=NS1)CC(C(F)(F)F)(C)O)C1=CC(=CC=C1)C(F)(F)F 2-Methyl-N-(3-(3,3,3-trifluoro-2-hydroxy-2-methylpropyl)-1,2,4-thiadiazol-5-yl)-5-(3-(trifluoromethyl)phenyl)furan-3-carboxamide